Dimethyl-4-(3-(2-fluoro-5-((6-fluoro-2,3-dihydrobenzofuran-7-yl)methoxy)-4-methoxyphenyl)ureido)thiophene-2,3-dicarboxylic acid COC(=O)C1=C(SC=C1NC(=O)NC1=C(C=C(C(=C1)OCC1=C(C=CC=2CCOC21)F)OC)F)C(=O)OC